2-{[7-amino-1-oxo-4-(3-phenyl-1H-indazol-5-yl)-2,3-dihydro-1H-isoindol-2-yl]methyl}prop-2-enenitrile NC=1C=CC(=C2CN(C(C12)=O)CC(C#N)=C)C=1C=C2C(=NNC2=CC1)C1=CC=CC=C1